C(C1=CC=CC=C1)C=1C=NC(=NC1)C=1CCN(CC1)C(=O)OC(C)(C)C tert-butyl 4-(5-benzyl-pyrimidin-2-yl)-3,6-dihydropyridine-1(2H)-carboxylate